The molecule is an abietane diterpenoid isolated from the stem bark of Fraxinus sieboldiana. It has a role as a plant metabolite. It is an abietane diterpenoid, a cyclic ether and a tetracyclic diterpenoid. CC(C)C1=C(C=C2C(=C1)CC[C@@H]3[C@]24CCC[C@@]3(CO[C@@H]4OC)C)O